Tert-butyl 5-bromo-6-fluoroisoindoline-2-carboxylate BrC=1C=C2CN(CC2=CC1F)C(=O)OC(C)(C)C